COC1=C(CNC2=NC(=CC=3C2=NN(C3)CC3=NC=CC=C3)C=3C=C(C#N)C=CC3)C=CC(=C1)OC 3-(7-((2,4-dimethoxybenzyl)amino)-2-(pyridin-2-ylmethyl)-2H-pyrazolo[3,4-c]pyridin-5-yl)benzonitrile